(2-(4-(dimethylamino)phenyl)-1-((4-methoxyphenyl)sulfonyl)-1H-imidazol-4-yl)(3,4,5-trimethoxyphenyl)methanone CN(C1=CC=C(C=C1)C=1N(C=C(N1)C(=O)C1=CC(=C(C(=C1)OC)OC)OC)S(=O)(=O)C1=CC=C(C=C1)OC)C